FC(OC=1C=C(C=CC1[C@H]1N([C@@H](CC2=C1NC1=CC=CC=C21)C)CC(F)(F)F)N[C@H]2CN(CC2)CCCF)F (R)-N-(3-(difluoromethoxy)-4-((1R,3R)-3-methyl-2-(2,2,2-trifluoroethyl)-2,3,4,9-Tetrahydro-1H-pyrido[3,4-b]indol-1-yl)phenyl)-1-(3-fluoropropyl)pyrrolidin-3-amine